[Si](C1=CC=CC=C1)(C1=CC=CC=C1)(C(C)(C)C)OC[C@@H]1[C@@H]2CC[C@H](CN1)N2C(=O)OC(C)(C)C tert-butyl (1S,2S,5R)-2-(((tert-butyldiphenylsilyl)oxy)methyl)-3,8-diazabicyclo[3.2.1]octane-8-carboxylate